(2S)-2-(cyanomethyl)-4-(6-((1-(methoxycarbonyl)-1,2,3,4-tetrahydronaphthalen-1-yl)methyl)-5-Benzyl nitro-2-(pyridin-3-yl)pyrimidin-4-yl)piperazine-1-carboxylate C(#N)C[C@@H]1N(CCN(C1)C1=NC(N(C(=C1CC1=CC=CC=C1)CC1(CCCC2=CC=CC=C12)C(=O)OC)[N+](=O)[O-])C=1C=NC=CC1)C(=O)[O-]